t-butylperoxy-2-ethyl-hexyl carbonate C(OC(C(CCCC)CC)OOC(C)(C)C)([O-])=O